3-methyl-2-{[(3R,6R)-6-methyl-1-{[2-(1,3-thiazol-4-yl)thiophen-3-yl]carbonyl}piperidin-3-yl]oxy}pyridine-4-carbonitrile CC=1C(=NC=CC1C#N)O[C@H]1CN([C@@H](CC1)C)C(=O)C1=C(SC=C1)C=1N=CSC1